CC1N(C1)N1CC1 methyl-biaziridine